N1-(3-(trifluoromethyl)phenyl)ethane-1,2-diamine FC(C=1C=C(C=CC1)NCCN)(F)F